5-Bromo-6-chloro-1-(3,4-difluoro-5-(methoxymethoxy)phenyl)-1H-indazole BrC=1C=C2C=NN(C2=CC1Cl)C1=CC(=C(C(=C1)OCOC)F)F